[C@H]12N(C[C@H](NC1)C2)C2=NC(=NC1=CC(=C(C=C21)F)C=2C=C(C=C(C2C2CC2)Cl)O)OC[C@]21CCCN1C[C@@H](C2)F 3-(4-((1R,4R)-2,5-diazabicyclo[2.2.1]heptan-2-yl)-6-fluoro-2-(((2R,7aS)-2-fluorotetrahydro-1H-pyrrolizin-7a(5H)-yl)methoxy)quinazolin-7-yl)-5-chloro-4-cyclopropylphenol